rel-2-[(2R,5S)-2-[4-[(4aS,8aR)-7-methyl-1,3,4,4a,5,6,8,8a-octahydro-2,7-naphthyridin-2-yl]phenyl]-5-methyl-1-piperidyl]-N-(6-amino-5-ethyl-3-pyridyl)-2-oxo-acetamide CN1CC[C@H]2CCN(C[C@H]2C1)C1=CC=C(C=C1)[C@@H]1N(C[C@H](CC1)C)C(C(=O)NC=1C=NC(=C(C1)CC)N)=O |o1:4,9,17,20|